4-chloro-2-methylpyrido[3,2-d]pyrimidine ClC=1C2=C(N=C(N1)C)C=CC=N2